ClC1=CC=C(C=C1)C=1C(CCCC1)N1CC2(C1)CCN(CC2)C2=CC(=C(C(=O)NS(=O)(=O)C1=CC(=C(C=C1)NCC1CCOCC1)[N+](=O)[O-])C=C2)OC=2C=C1C(=NC2)NC=C1 4-[2-[2-(4-chlorophenyl)cyclohex-2-en-1-yl]-2,7-diazaspiro[3.5]nonan-7-yl]-N-[3-nitro-4-(tetrahydropyran-4-ylmethylamino)phenyl]sulfonyl-2-(1H-pyrrolo[2,3-b]pyridin-5-yloxy)benzamide